europium hydrate O.[Eu]